ClC1=C2C(C(=C(NC2=C(C=C1)Cl)S(=O)CC1=NOC(=C1)C)C(C(C)C)=O)=O 5,8-dichloro-3-isobutyryl-2-(((5-methylisoxazol-3-yl)methyl)sulfinyl)quinolin-4(1H)-one